N-[4-(2,4-difluorophenoxy)-3-(7-methyl-8-oxoimidazo[1,5-a]pyrazin-5-yl)phenyl]methanesulfonamide FC1=C(OC2=C(C=C(C=C2)NS(=O)(=O)C)C2=CN(C(C=3N2C=NC3)=O)C)C=CC(=C1)F